CC(C)OC1=C(C=C2C(=C(C(=NC2=C1)C1=CC(=CC=C1)C(F)(F)F)CN1CCC(CC1)N1CCOCC1)C(=O)NC1(CC1)C1=CC=CC=C1)OC 7-[(1-methylethyl)oxy]-6-(methoxy)-3-{[4-(4-morpholinyl)-1-piperidinyl]methyl}-N-(1-phenylcyclopropyl)-2-[3-(trifluoromethyl)phenyl]-4-quinolinecarboxamide